tert-butyl 6-(1-((3-amino-5-bromopyridin-2-yl)carbamoyl)cyclobutyl)-3,4-dihydroquinoline-1(2H)-carboxylate NC=1C(=NC=C(C1)Br)NC(=O)C1(CCC1)C=1C=C2CCCN(C2=CC1)C(=O)OC(C)(C)C